S(=O)(=O)(O)C=1C(=C(C(=C(C1)C=1SC=C(N1)C1=CC=CC=C1)S(=O)(=O)O)S(=O)(=O)O)S(=O)(=O)O tetra-sulfo-diphenyl-thiazole